(E)-N'-[2-[[2-[[(1R)-1-(3,4-Dimethoxyphenyl)ethyl]carbamoyl]phenyl]methylamino]-2-oxo-ethyl]-N-methyl-but-2-enediamide COC=1C=C(C=CC1OC)[C@@H](C)NC(=O)C1=C(C=CC=C1)CNC(CNC(/C=C/C(=O)NC)=O)=O